N1=C(C=C(C=C1C(=O)O)C(=O)O)C(=O)O.[Li] lithium 2,4,6-pyridinetricarboxylic acid